2-bromo-4-methoxypyridine BrC1=NC=CC(=C1)OC